1-[(3-bromophenoxy)methyl]tricyclo[3.3.1.13,7]decane BrC=1C=C(OCC23CC4CC(CC(C2)C4)C3)C=CC1